CN(C(OC(C)(C)C)=O)CC(C=1C=NC=CC1)=O tert-Butyl methyl(2-oxo-2-(pyridin-3-yl)ethyl)carbamate